5-(1H-[1,2,3]triazolo[4,5-b]pyridin-5-yl)-2-fluoro-N-(4-(3-phenoxypyrrolidin-1-yl)phenyl)benzamide N1N=NC2=NC(=CC=C21)C=2C=CC(=C(C(=O)NC1=CC=C(C=C1)N1CC(CC1)OC1=CC=CC=C1)C2)F